chlorofluorophosphorus Cl[P]F